P(OCC)(OC(C1=C(C=C(C=C1C)C)C)=O)=O ethyl (2,4,6-trimethyl benzoyl) phosphonate